[2H]O[2H] deuterooxide